5-(4-(4-((2-(2,6-dioxopiperidin-3-yl)-1,3-dioxoisoindolin-4-ylamino)methyl)-3-fluorobenzyl)piperazin-1-yl)picolinamide O=C1NC(CCC1N1C(C2=CC=CC(=C2C1=O)NCC1=C(C=C(CN2CCN(CC2)C=2C=CC(=NC2)C(=O)N)C=C1)F)=O)=O